C(CCCCCCCCCN1C=CC(C=C1)=NCCCCCCCC)N1C=CC(C=C1)=NCCCCCCCC N,N'-(1,10-decandiyldi-1-pyridinyl-4-ylidene)-bis-(1-octanamine)